N-methyl-D-alaninate CN[C@H](C)C(=O)[O-]